6-(2-(3-fluoropyridin-2-yl)cyclobutyl)-4-oxo-1-(1-(6-(trifluoromethyl)pyridin-3-yl)ethyl)-4,5-dihydro-1H-pyrazolo[3,4-d]pyrimidine-3-carbonitrile FC=1C(=NC=CC1)C1C(CC1)C=1NC(C2=C(N1)N(N=C2C#N)C(C)C=2C=NC(=CC2)C(F)(F)F)=O